6-((4-bromo-2-fluorophenyl)amino)-7-fluoro-N-((1-hydroxy-2-methylpropan-2-yl)oxy)benzofuran-5-carboxamide aluminum [Al].BrC1=CC(=C(C=C1)NC1=C(C2=C(C=CO2)C=C1C(=O)NOC(CO)(C)C)F)F